(2s,3s)-2-AMINO-3-HYDROXY-HEXANOIC ACID N[C@H](C(=O)O)[C@H](CCC)O